7-cyano-N-(1-cyclopropyl-3-hydroxypropyl)-4-(isopropylamino)-5H-pyrido[3,2-b]indole-3-carboxamide C(#N)C=1C=CC=2C3=C(NC2C1)C(=C(C=N3)C(=O)NC(CCO)C3CC3)NC(C)C